4-(2,3-Dichloro-6-hydroxyphenyl)-1-(((1s,3s)-3-hydroxycyclobutyl)methyl)pyrrolidine-2-thione ClC1=C(C(=CC=C1Cl)O)C1CC(N(C1)CC1CC(C1)O)=S